ClC1=C(C=C(CN2CCCC23CCN(CC3)C(=O)OC(C(F)(F)F)C(F)(F)F)C=C1)N1CCOCC1 1,1,1,3,3,3-hexafluoropropan-2-yl 1-(4-chloro-3-morpholinylbenzyl)-1,8-diazaspiro[4.5]decane-8-carboxylate